(R)-2-(3-fluoro-4-(trifluoromethyl)phenyl)-1-(4-((5R,7R)-7-hydroxy-5-methyl-6,7-dihydro-5H-cyclopenta[d]pyrimidin-4-yl)piperazin-1-yl)-3-(4-hydroxypiperidin-1-yl)propan-1-one FC=1C=C(C=CC1C(F)(F)F)[C@@H](C(=O)N1CCN(CC1)C=1C2=C(N=CN1)[C@@H](C[C@H]2C)O)CN2CCC(CC2)O